(cis-1-(1-hydroxyethyl)-3-methyl-6-azabicyclo[3.1.1]heptan-6-yl)(pyridine-2-yl)methanone OC(C)C12CC(CC(N1C(=O)C1=NC=CC=C1)C2)C